C1(CC1)C=1OC2=C(N1)C1=C(C=C2OC)SC(=C1)C(=O)N(C)OC 2-cyclopropyl-N,4-dimethoxy-N-methylthieno[2',3':5,6]benzo[1,2-d]oxazole-7-carboxamide